maleimidobenzoyl-(maleimidobenzoyl)thiosuccinimide C1(C=CC(N1C1C(C(=S)NC1=O)(C(C1=C(C=CC=C1)N1C(C=CC1=O)=O)=O)C(C1=CC=CC=C1)=O)=O)=O